(S)-2-methyl-5-(2-(2-methylazetidin-1-yl)-6,7-dihydro-5H-cyclopenta[d]pyrimidin-4-yl)benzo[d]thiazole CC=1SC2=C(N1)C=C(C=C2)C=2C1=C(N=C(N2)N2[C@H](CC2)C)CCC1